(3-fluorobenzyl)(propargyl)amine FC=1C=C(CNCC#C)C=CC1